FC1=CC(=C(N)C=C1C1=NC=NN1C)N1C=CC=C1 4-fluoro-5-(1-methyl-1,2,4-triazol-5-yl)-2-(pyrrol-1-yl)aniline